ClC=1C(=C(C(=CC1)F)C=1C(N(N=C(C1O)C)C)=O)CCC1=CC=C(C=C1)N1N=CC=C1 4-[3-chloro-6-fluoro-2-[2-(4-pyrazol-1-ylphenyl)ethyl]phenyl]-5-hydroxy-2,6-dimethyl-pyridazin-3-one